4-[6-amino-1-[(2-fluoro-4-nitro-phenyl)methyl]pyrazolo[3,4-d]pyrimidin-4-yl]pyridine-2-carbonitrile NC1=NC(=C2C(=N1)N(N=C2)CC2=C(C=C(C=C2)[N+](=O)[O-])F)C2=CC(=NC=C2)C#N